C(C)OC(=O)C1=C(C=2C=NC=CC2S1)C 3-methylthieno[3,2-c]pyridine-2-carboxylic acid ethyl ester